BrC(C(=O)C1=CC=CC=C1)Br 2,2-dibromo-1-phenylethanone